NC=1C(=NC(=C(N1)N)Cl)C(=O)NC(NCCCCC1=CC=C(C=C1)C1=CC=C(C=C1)CCC(=O)N1[C@H](CNCC1)C(=O)OC)=N methyl (R)-1-(3-(4'-(4-(3-(3,5-diamino-6-chloropyrazine-2-carbonyl) guanidino)butyl)-[1,1'-biphenyl]-4-yl)propanoyl)piperazine-2-carboxylate